iron glucosamine sulfate salt S(=O)(=O)([O-])[O-].OC1[C@H](N)[C@@H](O)[C@H](O)[C@H](O1)CO.[Fe+2]